CC1(C(N(C2=CC(=CC=C12)C(=O)O)CC1CN(C1)C1=CC=CC=C1)=O)C 3,3-dimethyl-2-oxo-1-((1-phenylazetidin-3-yl)methyl)indoline-6-carboxylic acid